NC=1C(=C(C=C2C=C(N=CC12)NC(OC1CN(C1)C(=O)[C@H]1[C@H](C1)F)=O)C=1C=NC=2CCCNC2C1C)F 1-((1S,2S)-2-fluorocyclopropane-1-carbonyl)azetidin-3-yl (8-amino-7-fluoro-6-(4-methyl-5,6,7,8-tetrahydro-1,5-naphthyridin-3-yl)isoquinolin-3-yl)carbamate